(1S,2R,3S,4R,5S)-2,3-dihydroxy-N-methyl-4-(6-(methylamino)-2-(thiophen-3-ylethynyl)-9H-purin-9-yl)bicyclo[3.1.0]hexane-1-carboxamide O[C@@H]1[C@@]2(C[C@@H]2[C@H]([C@@H]1O)N1C2=NC(=NC(=C2N=C1)NC)C#CC1=CSC=C1)C(=O)NC